COCC1=CC=NC=C1 4-(methoxymethyl)pyridin